2-chloro-6-trifluoromethyl-3-aminopyridine ClC1=NC(=CC=C1N)C(F)(F)F